C(N)(=O)C1=C(NC(CCC(=O)O)=O)C=CC(=C1)C 4-(2-carbamoyl-4-methyl-anilino)-4-oxo-butyric acid